C(=S)[O-].[Sr+2].C(=S)[O-] strontium thioformate